(2-methylthiazol-4-yl)methylisoindoline-1,3-dione CC=1SC=C(N1)CN1C(C2=CC=CC=C2C1=O)=O